4-azido-3-nitro-benzyl bromide N(=[N+]=[N-])C1=C(C=C(CBr)C=C1)[N+](=O)[O-]